C(#N)C1=C(C=CC=C1)[C@H]([C@H](C)C=1N(C(C(=C(N1)C(=O)NC=1C=NOC1)O)=O)C)C1=NC=CN=C1 2-((1s,2s)-1-(2-cyanophenyl)-1-(pyrazin-2-yl)propan-2-yl)-5-hydroxy-N-(isoxazol-4-yl)-1-methyl-6-oxo-1,6-dihydropyrimidine-4-carboxamide